5-methyl-1H-indazol CC=1C=C2C=NNC2=CC1